C1(=CC=CC=C1)S(=O)(=O)N1C=CC=2C1=NC=C1C2C2(C(N1)=O)CCCCC2 3'-(phenylsulfonyl)-3',6'-dihydro-7'H-spiro[cyclohexane-1,8'-dipyrrolo[2,3-b:3',2'-d]pyridin]-7'-one